C(=O)(O)[C@H](CC1=CN=CN1CC1=CC(=CC(=C1)Cl)Cl)CC(C([C@](N([2H])[2H])(C(=O)O)[2H])([2H])[2H])(C([2H])([2H])[2H])[2H] ((S)-1-carboxy-2-(1-(3,5-dichlorobenzyl)-1H-imidazol-5-yl)ethyl)leucine-d9